tert-butyl 5-[(6-{[1-tert-butyl-4-carbamoyl-3-(4-ethanesulfonamidophenyl)-1H-pyrazol-5-yl]amino}pyridin-3-yl)oxy]pentanoate C(C)(C)(C)N1N=C(C(=C1NC1=CC=C(C=N1)OCCCCC(=O)OC(C)(C)C)C(N)=O)C1=CC=C(C=C1)NS(=O)(=O)CC